C(C=C)C1=CC(=C(OCC(C)OC2=NC=3N(C(N(C(C3N2C)=O)C)=O)C)C=C1)OC 8-((1-(4-allyl-2-methoxyphenoxy)propan-2-yl)oxy)-1,3,7-trimethyl-3,7-dihydro-1H-purine-2,6-dione